COSC(C(=O)O)(C1=CC=CC=C1)OC dimethoxyphenyl-thioglycolic acid